ClC1=CC=C2C(=NC=NC2=C1)N[C@H](CCCN1C(NCC1=O)=O)C (S)-3-(4-((7-Chloroquinazolin-4-yl)amino)pentyl)imidazolidine-2,4-dione